C(#N)C1=CC=C(OC[C@H](C(=O)OC)O)C=C1 Methyl (R)-3-(4-cyanophenoxy)-2-hydroxypropanoate